BrCC=1N(C(C(=C(N1)C(=O)OCC)OC)=O)C ethyl 2-(bromomethyl)-5-methoxy-1-methyl-6-oxo-1,6-dihydropyrimidine-4-carboxylate